imidazo[1,2-b]pyridazine-6-carboxylic acid hydrazide N=1C=CN2N=C(C=CC21)C(=O)NN